2-(4-(tert-butyl)benzamido)-3-(1H-pyrrol-2-yl)acrylic acid C(C)(C)(C)C1=CC=C(C(=O)NC(C(=O)O)=CC=2NC=CC2)C=C1